6-hydroxy-3-hexenyl decoxymethyl ether C(CCCCCCCCC)OCOCCC=CCCO